ClC=1C(=C(C=CC1)NC1=NC=NC2=CC=C(C=C12)C1CC2(CCN2C(C=C)=O)C1)F 1-(6-(4-((3-Chloro-2-fluorophenyl)amino)quinazolin-6-yl)-1-azaspiro[3.3]heptan-1-yl)prop-2-en-1-one